morpholine-2-carboxylate N1CC(OCC1)C(=O)[O-]